chloro-1'-{1-[(3R)-tetrahydrofuran-3-yl]piperidin-4-yl}-4'H,6'H-spiro[1,3-dioxolane-2,5'-[1,2,4]triazolo[4,3-a][1]benzazepine] ClC1C=2N(C3=C(CC14OCCO4)C=CC=C3)C(=NN2)C2CCN(CC2)[C@H]2COCC2